2,4-dihydroxy-N-(4-(hydroxycarbamoyl)benzyl)-5-isopropyl-N-(4-(piperidin-1-yl)phenyl)benzamide methyl-5-(N-ethyl-S-methyl-sulfonimidoyl)benzothiophene-2-carboxylate COC(=O)C=1SC2=C(C1)C=C(C=C2)S(=O)(=NCC)C.OC2=C(C(=O)N(C1=CC=C(C=C1)N1CCCCC1)CC1=CC=C(C=C1)C(NO)=O)C=C(C(=C2)O)C(C)C